C(C1=CC=CC=C1)OC(NC[C@H]1C[C@H](CC1)N)=O.[Ru](Cl)(Cl)Cl |r| Ruthenium(IIi) chlorid benzyl-N-[(rac-(1R,3S)-3-aminocyclopentyl)methyl]carbamate